2-mercaptophenol SC1=C(C=CC=C1)O